OC(CC=C(C(=O)O)C)C.C(C(=C)C)(=O)OCCCO hydroxypropyl methacrylate (2-Hydroxypropyl methacrylate)